C(#N)C=1C=C(C=NC1)[C@H]1N(OCC1)C(=O)C1CCN(CC1)C1=CN=CC(=N1)C(=O)N 6-[4-[(3S)-3-(5-Cyano-3-pyridyl)isoxazolidine-2-carbonyl]-1-piperidyl]pyrazine-2-carboxamide